4-(6-(3,6-diazabicyclo[3.1.1]heptan-3-yl)pyridin-3-yl)-6-(1-trifluoromethyl-1H-pyrazol-4-yl)pyrazolo[1,5-a]pyridine-3-carbonitrile C12CN(CC(N1)C2)C2=CC=C(C=N2)C=2C=1N(C=C(C2)C=2C=NN(C2)C(F)(F)F)N=CC1C#N